N-(1-(2-chlorophenyl)ethyl)-2-(2,4-dioxo-1,4-dihydroquinazolin-3(2H)-yl)acetamide ClC1=C(C=CC=C1)C(C)NC(CN1C(NC2=CC=CC=C2C1=O)=O)=O